FC(C=1C=C(C=C(C1)C(F)(F)F)N1C(CCC[C@H]1C1=NC2=C(N1C1CCC(CC1)OC)C=CC(=C2)C=2C(=NOC2C)C)=O)(F)F (S)-1-(3,5-bis(trifluoromethyl)phenyl)-6-(5-(3,5-dimethylisoxazol-4-yl)-1-((1r,4S)-4-methoxycyclohexyl)-1H-benzo[d]imidazol-2-yl)piperidin-2-one